S1CCCCCC1 Perhydrothiepine